C12(CC(C1)C2)N2[C@@H](C=1NC3=CC=CC=C3C1C[C@H]2C)C2=NC=C(C=C2)Br (1S,3R)-2-(bicyclo[1.1.1]pentan-1-yl)-1-(5-bromopyridin-2-yl)-3-methyl-2,3,4,9-tetrahydro-1H-pyrido[3,4-b]indole